FC=1C=C2C(=C(NC2=CC1F)C1=CC=C(C=C1)F)C(=O)NN 5,6-difluoro-2-(4-fluorophenyl)-1H-indole-3-carbohydrazide